2-[(8aS)-3-oxo-1,5,6,7,8,8a-hexahydroimidazo[1,5-a]pyrazin-2-yl]spiro[3.3]heptane-6-carboxylic Acid TFA Salt OC(=O)C(F)(F)F.O=C1N(C[C@H]2N1CCNC2)C2CC1(C2)CC(C1)C(=O)O